OCC1([C@@H](O)[C@H](O)[C@H](O1)CO)C(C(=O)O)(CC)N fructosyl-aminobutyric acid